(S or R)-4-methyl-N-((1-(pyridin-3-ylmethyl)-3-(2-(thiophen-2-yl)ethyl)pyrrolidin-3-yl)methyl)benzene-sulfonamide citrate C(CC(O)(C(=O)O)CC(=O)O)(=O)O.CC1=CC=C(C=C1)S(=O)(=O)NC[C@@]1(CN(CC1)CC=1C=NC=CC1)CCC=1SC=CC1 |o1:25|